(Chlorodiphenylmethyl)benzene ClC(C1=CC=CC=C1)(C1=CC=CC=C1)C1=CC=CC=C1